CC1=NN(C=C1NC1=NC=C(C(=N1)CCC)C(F)(F)F)C1CCNCC1 2-[(3-methyl-1-(piperidin-4-yl)-1H-pyrazol-4-yl)amino]-5-(trifluoromethyl)-[propyl]pyrimidin